4-(Cyclohex-2-en-1-yloxy)-1-methoxy-2-nitrobenzene C1(C=CCCC1)OC1=CC(=C(C=C1)OC)[N+](=O)[O-]